ClC1=CC2=C(C=N1)C=NN2CC=2C=NC(=CC2)N2N=C(C=C2C)C(F)(F)F 6-Chloro-1-((6-(5-methyl-3-(trifluoromethyl)-1H-pyrazol-1-yl)pyridin-3-yl)methyl)-1H-pyrazolo[4,3-c]pyridine